C(#N)C=1C=C(C=CC1F)NC(N(C)C1COCC=2NC(C=3C=C(C(=CC3C21)F)F)=O)=O 3-(3-cyano-4-fluorophenyl)-1-(8,9-difluoro-6-oxo-1,4,5,6-tetrahydro-2H-pyrano[3,4-c]isoquinolin-1-yl)-1-methylurea